Semicarbazide NNC(=O)N